OC[C@]1([C@@H](N([C@@H](C1)C)C(=O)OCC1=CC=CC=C1)CO[C@@H]1CC[C@@H](CC1)C1=CC=CC=C1)[N+](=O)[O-] Benzyl (2R,3S,5R)-3-(hydroxymethyl)-5-methyl-3-nitro-2-({[(CIS)-4-phenylcyclohexyl]oxy}methyl)pyrrolidine-1-carboxylate